ClC1=C(C=C(C(=O)N2CC=3N=C(N(C(C3C[C@H]2C)=O)C2CC3(CN(C3)C(=O)OC(C)(C)C)C2)NC(C)C)C=C1)C(F)(F)F tert-butyl (R)-6-(7-(4-chloro-3-(trifluoromethyl) benzoyl)-2-(isopropylamino)-6-methyl-4-oxo-5,6,7,8-tetrahydropyrido[3,4-d]pyrimidin-3(4H)-yl)-2-azaspiro-[3.3]heptane-2-carboxylate